[K+].C(C=C)(=O)OCCCS(=O)(=O)[O-] 3-prop-2-enoyloxypropane-1-sulfonate potassium